1-(2-chloro-5-((2R,4R)-2-(2,5-difluorophenyl)-4-fluoropyrrolidin-1-yl)pyrazolo[1,5-a]pyrimidin-3-yl)-3-cyclopropylthiourea ClC1=NN2C(N=C(C=C2)N2[C@H](C[C@H](C2)F)C2=C(C=CC(=C2)F)F)=C1NC(=S)NC1CC1